9-(4-chlorophenylthiophosphooxymethylene)-10-methyl-dihydroacridine disodium salt [Na].[Na].ClC1=CC=C(C=C1)C(OP(=S)=O)=C1C2=CC=CC=C2N(C=2C=CCCC12)C